4H,5H,6H,7H-pyrazolo[1,5-a]pyrazin-2-amine N1=C(C=C2N1CCNC2)N